4-(7-fluoro-imidazo[1,2-a]pyridin-3-yl)-7-((6-((3aS,6aS)-hexahydro-pyrrolo[3,4-b]pyrrol-1(2H)-yl)pyridin-2-yl)amino)isoindolin-1-one FC1=CC=2N(C=C1)C(=CN2)C2=C1CNC(C1=C(C=C2)NC2=NC(=CC=C2)N2[C@H]1[C@@H](CC2)CNC1)=O